4-bromobenzo[1,2-b:3,4-b']dithiophene-2,7-dicarbaldehyde BrC1=CC=2SC(=CC2C=2SC(=CC21)C=O)C=O